3-((1-(2-(3-azabicyclo[3.1.0]hexan-3-yl)-3,6-dimethyl-4-oxo-3,4-dihydro-quinazolin-8-yl)ethyl)amino)-6-(trifluoromethyl)picolinic acid C12CN(CC2C1)C1=NC2=C(C=C(C=C2C(N1C)=O)C)C(C)NC=1C(=NC(=CC1)C(F)(F)F)C(=O)O